NC(C[C@H](CC(C)C)NC(OC(C)(C)C)=O)=S tert-butyl (S)-(1-amino-5-methyl-1-thioxohexan-3-yl)carbamate